(6-(1H-pyrazol-5-yl)-1H-benzo[d]imidazol-2-yl)-3-fluoropiperidine-1-carbonitrile N1N=CC=C1C=1C=CC2=C(NC(=N2)C2N(CCCC2F)C#N)C1